methyl-e-caprolactone CC1C(=O)OCCCC1